C(OCC1=CC=C(C=C1)NC([C@H](CCCNC(=O)N)NC([C@H](C(C)C)NC(CCCCCN1C(C=CC1=O)=O)=O)=O)=O)(OC1=CC=C(C=C1)[N+](=O)[O-])=O 4-((S)-2-((S)-2-(6-(2,5-Dioxo-2,5-dihydro-1H-pyrrol-1-yl)hexanamido)-3-methylbutanamido)-5-ureidopentanamido)benzyl (4-nitrophenyl) carbonate